methyl N-[2-(4-{2-[(4-{[6-(5-chloro-2-fluorophenyl)-3-methylpyridazin-4-yl]amino}pyridin-2-yl)carbamoyl]ethyl}piperazin-1-yl)ethyl]carbamate ClC=1C=CC(=C(C1)C1=CC(=C(N=N1)C)NC1=CC(=NC=C1)NC(=O)CCN1CCN(CC1)CCNC(OC)=O)F